C1(CC1)C(CN1N=CC(=C1)C1=NC(=NC=C1C(F)(F)F)SC)=O 1-cyclopropyl-2-(4-(2-(methylthio)-5-(trifluoromethyl)pyrimidin-4-yl)-1H-pyrazol-1-yl)ethan-1-one